7-(oxacyclohex-2-yloxy)-5H,6H,7H-pyrano[3,2-d][1,3]thiazole O1C(CCCC1)OC1CCOC2=C1N=CS2